C(C)(C)(C)OC(=O)N(CC#CC1=C(C=CC(=C1)F)NC1=C(C(=O)OC)C=C(C(=C1)C(F)(F)F)F)C1=NC(=CC=C1[N+](=O)[O-])OC Methyl 2-((2-(3-((tert-butoxycarbonyl)(6-methoxy-3-nitropyridin-2-yl)amino)-prop-1-yn-1-yl)-4-fluorophenyl)amino)-5-fluoro-4-(trifluoromethyl)benzoate